(S)-7'-cyclopropyl-7'-methyl-2'-((R)-3-methylmorpholino)-7'H-spiro[cyclopropane-1,6'-pyrazolo[1,5-a]pyrazin]-4'(5'H)-one C1(CC1)[C@]1(C2(NC(C=3N1N=C(C3)N3[C@@H](COCC3)C)=O)CC2)C